NC1=C2C(=NC=N1)N(N=C2C2=CC=C(C=C2)OC2=CC=CC=C2)C2CCN(CC2)C(=O)N2CCC(CC2)CCCN2CCC(CC2)C=2C=C1C(N(C(C1=CC2)=O)C2C(NC(CC2)=O)=O)=O 5-(1-(3-(1-(4-(4-amino-3-(4-phenoxyphenyl)-1H-pyrazolo[3,4-d]pyrimidin-1-yl)piperidine-1-carbonyl)piperidin-4-yl)propyl)piperidin-4-yl)-2-(2,6-dioxopiperidin-3-yl)isoindoline-1,3-dione